1-(4-bromophenyl)piperazin-2-one BrC1=CC=C(C=C1)N1C(CNCC1)=O